1-[(1R)-4-(4,4,5,5-tetramethyl-1,3,2-dioxaborolan-2-yl)cyclohex-3-ene-1-carbonyl]Pyrrolidine CC1(OB(OC1(C)C)C1=CC[C@@H](CC1)C(=O)N1CCCC1)C